[N+](=O)([O-])C1=CC=C(C=C1)C=CC(=O)O 3-(4-nitrophenyl)-2-propenoic acid